tartaric acid nitrogen [N].C(C(O)C(O)C(=O)O)(=O)O